NCCCCC1=CC2=C(N(C(N2C)=O)C2C(NC(CC2)=O)=O)C=C1 3-[5-(4-aminobutyl)-3-methyl-2-oxo-1,3-benzodiazol-1-yl]piperidine-2,6-dione